FC1=CC=C(C=C1)C(CNC(C)CCC)O 1-(4-Fluorophenyl)-2-((pent-2-yl)amino)ethan-1-ol